C(C)OC(=O)C1=C(N(C(=C(C1=O)I)C)CC)C1=CC(=C(C=C1)Cl)Cl 2-(3,4-dichlorophenyl)-1-ethyl-5-iodo-6-methyl-4-oxo-pyridine-3-carboxylic acid ethyl ester